(R)-N-((R)-1-(naphthalen-1-yl)ethyl)-4-oxo-chroman-2-carboxamide C1(=CC=CC2=CC=CC=C12)[C@@H](C)NC(=O)[C@@H]1OC2=CC=CC=C2C(C1)=O